CC(C(COCCCCCCCC\C=C/CC=CCCCCC)N)(OCCCCCCCCC)C dimethyl-1-(nonyloxy)-3-[(Z,2z)-octadecane-9,12-dien-1-yloxy]propan-2-amine